[N+](=O)([O-])C1=C(CN[C@@H](CS)C(=O)O)C=CC=C1 o-Nitrobenzylcysteine